carbon fluorofluoride FF.[C]